FC1=C(C=CC=C1)/C=C/C(=O)N[C@@H](C)C1=CC(=CC=C1)OC=1C=NC=CC1 (S,E)-3-(2-fluorophenyl)-N-(1-(3-(pyridin-3-yloxy)phenyl)ethyl)-acrylamide